C(C)C(COC(=O)C1CCC(CC1)C(=O)OCC(CCCC)CC)CCCC Di(2-ethylhexyl)-1,4-cyclohexanedicarboxylate